NCCNCCO 2-((2-aminoethyl)amino)ethane-1-ol